ONC(C(=O)OC)=N methyl 2-(hydroxyamino)-2-iminoacetate